NC1=CC=C(C(=N1)C=1C(=CC2=C(N(CN=C2N2[C@H](CN(CC2)C(C=C)=O)C)C2=C(C=CC=C2C(C)C)C)N1)F)Cl 7-(6-amino-3-chloro-2-pyridinyl)-6-fluoro-1-(2-methyl-6-(2-propanyl)phenyl)-4-((2S)-2-methyl-4-(2-propenoyl)-1-piperazinyl)pyrido[2,3-d]pyrimidin